ClC=1C=CC(=C(C1)N1C(N([C@@H](C1)C#N)C1=CN=CC2=CC=CC=C12)=O)C#N (S)-1-(5-chloro-2-cyanophenyl)-3-(isoquinolin-4-yl)-2-oxoimidazolidine-4-carbonitrile